C(C)(C)(C)[Si](OCCCCCCCC=O)(C)C 8-[(tert-butyl)bis(methyl)siloxy]octanal